tetramercaptoanthraquinone SC1=C(C(=C(C=2C(C3=CC=CC=C3C(C12)=O)=O)S)S)S